2-(5-methyl-2-(trifluoromethyl)pyrimidin-4-yl)-2,8-diazaspiro[4.5]decan-1-one hydrochloride Cl.CC=1C(=NC(=NC1)C(F)(F)F)N1C(C2(CC1)CCNCC2)=O